ClC1=CC=C(C(=O)NC[C@@H]2CC[C@H](CC2)NC(COC2=CC(=C(C=C2)Cl)F)=O)C=C1 trans-4-chloro-N-((4-(2-(4-chloro-3-fluorophenoxy)acetamido)cyclohexyl)methyl)benzamide